Dimethyl azobisisobutyrate N(=NC(C(=O)OC)(C)C)C(C(=O)OC)(C)C